FC=1C=C(C=CC1F)[C@@H](CN1C(=NC2=C1C=CC=1CCN(CC21)C(=O)OC)[C@H]2C[C@@H](CCC2)C(=O)O)C (1R,3R)-3-[3-[(2S)-2-(3,4-difluorophenyl)propyl]-8-(methoxycarbonyl)-3H,6H,7H,8H,9H-imidazo[4,5-h]isoquinolin-2-yl]cyclohexane-1-carboxylic acid